1,3-Benzoxazole-6-carbonitrile O1C=NC2=C1C=C(C=C2)C#N